bis(3-trifluoromethyl-5-(2-pyridinyl)pyrazole) ((2,4-difluorobenzyl) diphenylphosphite) iridium (III) [Ir+3].FC1=C(CC2=C(C=CC=C2)P([O-])([O-])([O-])C2=CC=CC=C2)C=CC(=C1)F.FC(C1=NNC(=C1)C1=NC=CC=C1)(F)F.FC(C1=NNC(=C1)C1=NC=CC=C1)(F)F